(S)-2-amino-3-(2',3'-dimethoxy-[1,1'-biphenyl]-4-yl)propanoic acid N[C@H](C(=O)O)CC1=CC=C(C=C1)C1=C(C(=CC=C1)OC)OC